FC(OC1=NC(=CC=C1NC(N(C1=C(C=CC=C1)C(C)C)C1CCN(CC1)C(=O)N)=O)OC)F 4-(3-(2-(difluoromethoxy)-6-methoxypyridin-3-yl)-1-(2-isopropylphenyl)ureido)piperidine-1-carboxamide